BrC1=C(C=CC(=C1)S(F)(F)(F)(F)F)N=C=[Se] 2-bromo-1-isoselenocyanato-4-(pentafluorosulfanyl)benzene